CN1N=CC=2C1=CN=C(C2)C(C)NC(CC2=CC=C(C=C2)C2(CC2)C(F)(F)F)=O N-(1-(1-methyl-1H-pyrazolo[3,4-c]pyridin-5-yl)ethyl)-2-(4-(1-(trifluoromethyl)cyclopropyl)phenyl)acetamide